COC1=CC=C(CN(C2=CC(=NC(=C2)C(COC)(F)F)C(C)=O)CC2=CC=C(C=C2)OC)C=C1 1-(4-(Bis(4-methoxybenzyl)amino)-6-(1,1-difluoro-2-methoxyethyl)pyridin-2-yl)ethan-1-one